7-((5-chloro-2-((2-(difluoromethoxy)-4-(4-(4-isopropylpiperazin-1-yl)piperidin-1-yl)phenyl)amino)pyrimidin-4-yl)amino)isoindolin-1-one ClC=1C(=NC(=NC1)NC1=C(C=C(C=C1)N1CCC(CC1)N1CCN(CC1)C(C)C)OC(F)F)NC=1C=CC=C2CNC(C12)=O